3-benzothienyl-L-alanine S1C=C(C2=C1C=CC=C2)N[C@@H](C)C(=O)O